C(C)C1=C(C=C(C(=O)O)C=C1)S(NC1=C(C=CC(=C1)C(F)(F)F)C=1SC(=CC1)OC)(=O)=O 4-ethyl-3-(N-(2-(5-methoxythiophen-2-yl)-5-(trifluoromethyl)phenyl)sulfamoyl)benzoic Acid